N-(8-amino-2-(6-cyanopyridin-3-yl)-6-fluoro-4-oxo-4H-chromen-7-yl)-2,2-difluoroacetamide NC=1C(=C(C=C2C(C=C(OC12)C=1C=NC(=CC1)C#N)=O)F)NC(C(F)F)=O